N-(4-(4-methylpiperazin-1-yl)phenyl)-6-(3-(6-methylpyridin-2-yl)-1H-pyrazol-4-yl)quinolin-3-amine CN1CCN(CC1)C1=CC=C(C=C1)NC=1C=NC2=CC=C(C=C2C1)C=1C(=NNC1)C1=NC(=CC=C1)C